N,N-dibutyl-methacryl-amide C(CCC)N(C(C(=C)C)=O)CCCC